trifluoromethyl-ethyl-trimethoxysilane FC(F)(F)CO[Si](OC)(OC)CC